NC1=NC(=NC=C1C(F)(F)F)N1C[C@H](N([C@H](C1)C)C(=O)NC1CC2(CN(C2)CC2=CC=CC=C2)C1)C (2R,6S)-4-[4-amino-5-(trifluoromethyl)pyrimidin-2-yl]-N-{2-benzyl-2-azaspiro[3.3]heptan-6-yl}-2,6-dimethylpiperazine-1-carboxamide